C(C1=CC=CC=C1)OC([C@H](CCC(=O)N1CCOCC1)NC(=O)OCC1=CC=CC=C1)=O (S)-2-(((benzyloxy)carbonyl)amino)-5-morpholino-5-oxopentanoic acid benzyl ester